8-methyl-3-(trifluoromethyl)-5,6,7,8-tetrahydro-[1,2,4]triazolo[4,3-a]pyrazine CC1C=2N(CCN1)C(=NN2)C(F)(F)F